(pyridin-2-yl)pyridin-2-thioamide malate C(C(O)CC(=O)O)(=O)O.N1=C(C=CC=C1)C=1C(=NC=CC1)C(N)=S